2-((2-ethyl-6-methyl-5-(2,6-diazaspiro[3.3]heptane-2-yl)pyrazolo[1,5-a]pyridin-3-yl)(methyl)amino)-4-(4-fluorophenyl)thiazole-5-carbonitrile C(C)C1=NN2C(C=C(C(=C2)C)N2CC3(C2)CNC3)=C1N(C=1SC(=C(N1)C1=CC=C(C=C1)F)C#N)C